P1(=O)(OC2=C(C=C(C=C2C(C)(C)C)C(C)(C)C)CC2=C(C(=CC(=C2)C(C)(C)C)C(C)(C)C)O1)[O-].[Na+] sodium methylenebis(4,6-di-tert-butylphenyl) phosphate